O-selenophenyl selenate [Se](=O)(=O)(OC=1[Se]C=CC1)[O-]